3,3-difluoro-4-(4-nitrosopiperazin-1-yl)piperidine-1-carboxylic acid tert-butyl ester C(C)(C)(C)OC(=O)N1CC(C(CC1)N1CCN(CC1)N=O)(F)F